OCCOCCOCCOCCOCCNC(OCC1=CC=CC=C1)=O benzyl (14-hydroxy-3,6,9,12-tetraoxatetradecyl)carbamate